C(C)(C)(C)N(C(CN1C(C2=CC=C(C=C2C1=O)C1=NC(=NC=C1Cl)NC1CCOCC1)COCC[Si](C)(C)C)=O)C N-tert-butyl-2-(5-{5-chloro-2-[(oxan-4-yl)amino]pyrimidin-4-yl}-3-oxo-1-{[2-(trimethylsilyl)ethoxy]methyl}-2,3-dihydro-1H-isoindol-2-yl)-N-methylacetamide